2-propyl-1-nonanol C(CC)C(CO)CCCCCCC